Cl.C(C=C)N1C[C@@H](C[C@@H]2C=3C=CC=C4NC=C(C[C@@H]12)C34)CSC D-6-allyl-8β-methylmercaptomethylergoline hydrochloride